C(C)(C)(C)OC(CN(C(CN1CCN(CCN(CCN(CC1)CC(OC(C)(C)C)=O)CC(OC(C)(C)C)=O)CC(=O)OC(C)(C)C)=O)C)=O N-methyl-N-{[4,7,10-tris(2-tert-butoxy-2-oxoethyl)-1,4,7,10-tetraazacyclododec-1-yl]acetyl}glycine tert-butyl ester